P(=O)(O)(O)OC[C@@H]1[C@H](C[C@@H](O1)N1C(=O)NC(=O)C(C)=C1)O thymidin monophosphate